C(C1=CC=CC=C1)N1C(C(=CC(=C1)C(=O)N[C@H]1[C@@H](C1)CO)C(=O)NC)=O 1-benzyl-N5-((1r,2r)-2-(hydroxymethyl)cyclopropyl)-N3-methyl-2-oxo-1,2-dihydropyridine-3,5-dicarboxamide